ClC=1C(=C(C=CC1)C)C1(CN(C1)C(\C=C\C)=O)NC1=CC=C2C(C(N(C2=C1)C)=O)(C)C 6-(3-(3-chloro-2-tolyl)-1-crotonoyl-3-azetidinylamino)-1-methyl-3,3-dimethyl-2-indolinone